(3R,4R) and (3S,4S)-3-(2,3-dihydro-1,4-benzodioxin-6-yl)-2-[4-(dimethylsulfamoyl)phenyl]-1-oxo-1,2,3,4-tetrahydroisoquinoline-4-carboxylic acid O1CCOC2=C1C=CC(=C2)[C@@H]2N(C(C1=CC=CC=C1[C@H]2C(=O)O)=O)C2=CC=C(C=C2)S(N(C)C)(=O)=O |r|